C(OCCl)(OCCOCCOCCOCCOCCOCCOCCOCCOCCOCCOCCOCCOCCOCCOCCOCCOCCOCCOCCOCCOCCOCCOC)=O chloromethyl (2,5,8,11,14,17,20,23,26,29,32,35,38,41,44,47,50,53,56,59,62,65-docosaoxaheptahexacontan-67-yl) carbonate